FC1CC(N(C1)C(CC=1OC(=NN1)C)=O)C(=O)NC(C1=CC=C(C=C1)C(C)C)C1=CC=CC=C1 4-fluoro-1-[2-(5-methyl-1,3,4-oxadiazol-2-yl)acetyl]-N-{phenyl[4-(propan-2-yl)phenyl]methyl}pyrrolidine-2-carboxamide